C1(CC1)OC1=CC(=C(C(=C1C#N)C=1N(N=CC1I)C)F)N1CCCC1 6-(Cyclopropoxy)-3-fluoro-2-(4-iodo-2-methylpyrazol-3-yl)-4-(tetrahydro-1H-pyrrol-1-yl)benzene-1-carbonitrile